8-[(8R)-8-(ethylamino)-5-azaspiro[2.5]octan-5-yl]-N-(8-fluoro-2-methyl-imidazo[1,2-a]pyridin-6-yl)quinoxaline-5-carboxamide C(C)N[C@@H]1CCN(CC12CC2)C2=CC=C(C=1N=CC=NC21)C(=O)NC=2C=C(C=1N(C2)C=C(N1)C)F